(E)-5-chloro-N'-(3,5-dimethoxybenzylidene)-6-(4-ethoxyphenyl)pyrazine-2-carbohydrazide ClC=1N=CC(=NC1C1=CC=C(C=C1)OCC)C(=O)N/N=C/C1=CC(=CC(=C1)OC)OC